C(C1=CC=CC=C1)OC1=CC=CC=2N(C(=NC21)CN2CC=CC=1CCCC(C21)NCCCCNC([O-])=O)C ((1-((benzyloxy (methyl)-1H-benzo[d]imidazol-2-yl)methyl)(5,6,7,8-tetrahydroquinolin-8-yl)amino)butyl)carbamate